CN1N=NC2=C1C=C(C=C2)C2=CNC=1N=C(N=CC12)NC1CCC(CC1)N1C(CCC1)=O 1-((1s,4s)-4-((5-(1-methyl-1H-benzo[d][1,2,3]triazol-6-yl)-7H-pyrrolo[2,3-d]pyrimidin-2-yl)amino)cyclohexyl)pyrrolidin-2-one